[I-].C(CCCCCCCCCCC)(=O)OC(C(C)C)[N+]1(CCC=C(C1)C1=NSN=C1OCCCCCC)C 1-(1-(Dodecanoyloxy)-2-methylpropyl)-5-(4-(hexyloxy)-1,2,5-thiadiazol-3-yl)-1-methyl-1,2,3,6-tetrahydropyridin-1-ium iodide